4-Methyl-2,6-diphenylpyridin CC1=CC(=NC(=C1)C1=CC=CC=C1)C1=CC=CC=C1